C(C)S(=O)(=O)C(C(=O)O)(O)C ethylsulfonyl-lactic acid